4-(2-methoxyphenyl)-2-(piperazin-1-yl)pyrimidine Ethyl-{6-[(8'-methyl-1',5'-dioxo-1',5'-dihydro-2'H-spiro[cyclohexane-1,3'-imidazo[1,5-a]pyridin]-6'-yl)amino]-9H-purin-9-yl}acetate C(C)OC(CN1C2=NC=NC(=C2N=C1)NC1=CC(=C2N(C1=O)C1(NC2=O)CCCCC1)C)=O.COC1=C(C=CC=C1)C1=NC(=NC=C1)N1CCNCC1